phenyl ether dioxirane salt O1OC1.C1(=CC=CC=C1)OC1=CC=CC=C1